2-(6-{6-[(4-Cyano-2-fluorobenzyl)oxy]pyridin-2-yl}-6-azaspiro[2.5]oct-1-yl)-1-((2S)-oxetan-2-ylmethyl)-1H-benzimidazol C(#N)C1=CC(=C(COC2=CC=CC(=N2)N2CCC3(CC3C3=NC4=C(N3C[C@H]3OCC3)C=CC=C4)CC2)C=C1)F